NC=1N=NC(=CC1N1CCC2(CN(CCO2)C(=O)OC(C)(C)C)CC1)Cl tert-butyl 9-(3-amino-6-chloropyridazin-4-yl)-1-oxa-4,9-diazaspiro[5.5]undecane-4-carboxylate